COC1(COC1)C1=CC=C(C=C1)C(=O)N1CCC(CC1)C1=CC=C(C=C1)C(F)(F)F (4-(3-Methyloxyoxetan-3-yl)phenyl)(4-(4-(trifluoromethyl)phenyl)piperidin-1-yl)methanone